ClC1=CC2=C(C=N1)C=C(N2C(=O)OC(C)(C)C)C2=C(C=CC=C2)C(F)F tert-Butyl 6-chloro-2-(2-(difluoromethyl)phenyl)-1H-pyrrolo[3,2-c]pyridine-1-carboxylate